Trans-[(1SR,2SR)-2-(2-pyridyldithio) cyclopentyl carbamate] N1=C(C=CC=C1)SS[C@@H]1[C@H](CCC1)NC([O-])=O |r|